rac-tert-Butyl [2-hydroxy-2-(pyridin-2-yl)ethyl]carbamate O[C@H](CNC(OC(C)(C)C)=O)C1=NC=CC=C1 |r|